ClC=1N=CC(=NC1C)C(=O)O 5-chloro-6-methylpyrazine-2-carboxylic acid